4-{6-[(1-{[3-methyl-4-(trifluoromethyl)phenyl]carbamoyl}-D-prolyl)amino]pyridin-3-yl}benzoic acid CC=1C=C(C=CC1C(F)(F)F)NC(=O)N1[C@H](CCC1)C(=O)NC1=CC=C(C=N1)C1=CC=C(C(=O)O)C=C1